C(CCCCCCC)(=O)OCC\C=C/CCCCBr (Z)-8-bromooct-3-en-1-yl octanoate